(E)-3-[3-[3-[3-(Diethylamino)propylamino]-2-hydroxypropoxy]phenyl]-1-phenylprop-2-en-1-one C(C)N(CCCNCC(COC=1C=C(C=CC1)/C=C/C(=O)C1=CC=CC=C1)O)CC